COC=1C=C(C=C(C1)OC)O (3,5-dimethoxy)phenol